3-methoxy-3-methylbutyl 4-methylbenzenesulfonate CC1=CC=C(C=C1)S(=O)(=O)OCCC(C)(C)OC